CN(C1=C(C=CC=C1)N1CC2(CC1)CCN(CC2)C(=O)OC(C)(C)C)C tert-butyl 2-[2-(dimethylamino) phenyl]-2,8-diazaspiro[4.5]decane-8-carboxylate